Cl.ClC1=C(C=NC(=C1)C(F)(F)F)N1CC2(CC1)CCNCC2 2-(4-chloro-6-(trifluoromethyl)pyridin-3-yl)-2,8-diazaspiro[4.5]decane hydrochloride